N-(5-(4-(2,2-dichloroacetyl)piperazine-1-carbonyl)-2-(4-isopropylpiperazin-1-yl)phenyl)naphthalene-2-sulfonamide ClC(C(=O)N1CCN(CC1)C(=O)C=1C=CC(=C(C1)NS(=O)(=O)C1=CC2=CC=CC=C2C=C1)N1CCN(CC1)C(C)C)Cl